3-(1-oxo-4-(2,7-diazaspiro[3.5]nonan-7-yl)isoindolin-2-yl)piperidine-2,6-dione O=C1N(CC2=C(C=CC=C12)N1CCC2(CNC2)CC1)C1C(NC(CC1)=O)=O